2-(3,5-diisopropylphenyl)acetyl chloride C(C)(C)C=1C=C(C=C(C1)C(C)C)CC(=O)Cl